(S)-(3-Aminopyrrolidin-1-yl)(5-chloro-6,7-difluoro-1H-indol-2-yl)methanone N[C@@H]1CN(CC1)C(=O)C=1NC2=C(C(=C(C=C2C1)Cl)F)F